C1(CC1)C1=NC(=NO1)C=1C=C(C(=NC1)C1=NC=2C(=NC=C(C2)C(C(F)(F)F)(F)F)N1C)S(=O)=NCC [5-(5-cyclopropyl-1,2,4-oxadiazol-3-yl)-2-[3-methyl-6-(1,1,2,2,2-pentafluoroethyl)imidazo[4,5-b]pyridin-2-yl]pyridin-3-yl](ethyl)imino-lambda6-sulfanone